2-(4-(3-isopropyl-2-(1,4,5-trimethyl-6-oxo-1,6-dihydropyridin-3-yl)-1H-indol-5-yl)piperidin-1-yl)-N,N-dimethylacetamide C(C)(C)C1=C(NC2=CC=C(C=C12)C1CCN(CC1)CC(=O)N(C)C)C1=CN(C(C(=C1C)C)=O)C